NC=1C2=C(N=CN1)NC=C2C2=CC=C(S2)CNC2=C(C(=O)N[C@@H](C)C1=CC=C(C=C1)F)C=CC=N2 (S)-2-(((5-(4-amino-7H-pyrrolo[2,3-d]pyrimidin-5-yl)thiophen-2-yl)methyl)amino)-N-(1-(4-fluorophenyl)ethyl)nicotinamide